N-(2-(3-fluorophenyl)-7-(1-methyl-1H-imidazol-4-yl)-1H-indol-5-yl)acrylamide FC=1C=C(C=CC1)C=1NC2=C(C=C(C=C2C1)NC(C=C)=O)C=1N=CN(C1)C